cyclopropyl-triphenylphosphine phosphonium bromide [Br-].[PH4+].C1(CC1)C1=C(C=CC=C1)P(C1=CC=CC=C1)C1=CC=CC=C1